OCCCCCCCCCCCCCCCC(=O)C(O)(C[N+](C)(C)C)CC([O-])=O hydroxyhexadecanoyl-carnitine